C(C)(=O)C1=C(C=CC(=C1)C(F)(F)F)NC(CN1C=2N(C(C(=C1CC)N1CCN(CC1)C(C1=NC=CC=C1O)=O)=O)N=C(N2)C2=CCCCCC2)=O N-(2-acetyl-4-(trifluoromethyl)phenyl)-2-(2-(cyclohept-1-en-1-yl)-5-ethyl-6-(4-(3-hydroxypicolinoyl)piperazin-1-yl)-7-oxo-[1,2,4]triazolo[1,5-a]pyrimidin-4(7H)-yl)acetamide